CC1=C(SC=2N=C(N=C(C21)N(CC(=O)NC=2C=NC(=CC2)C)C)C=2N=CN(C2)C)C 2-{[5,6-dimethyl-2-(1-methyl-1H-imidazol-4-yl)thieno[2,3-d]pyrimidin-4-yl](methyl)amino}-N-(6-methylpyridin-3-yl)acetamide